CC=1N=C2N(N=C(C=C2C)C2=CC=3N=CN(C(C3S2)=O)C2CCNCC2)C1 6-(2,8-dimethylimidazo[1,2-b]pyridazin-6-yl)-3-(piperidin-4-yl)thieno[3,2-d]pyrimidin-4(3H)-one